(E)-6-((6-chloro-2-methyl-2H-indazol-5-yl)imino)-3-((1-((E)-3-(3-fluorophenyl)acryloyl)-1H-1,2,3-triazol-5-yl)methyl)-1-(2,4,5-trifluorobenzyl)-1,3,5-triazine-2,4-dione ClC=1C(=CC2=CN(N=C2C1)C)\N=C\1/NC(N(C(N1CC1=C(C=C(C(=C1)F)F)F)=O)CC1=CN=NN1C(\C=C\C1=CC(=CC=C1)F)=O)=O